2,4-BIS(TRIFLUOROMETHYL)PHENYLISOCYANIDE FC(C1=C(C=CC(=C1)C(F)(F)F)[N+]#[C-])(F)F